6-(hydroxymethyl)pyridinecarboxaldehyde OCC1=CC=CC(=N1)C=O